NC=1C=2N(C3=CC(=C(C=C3N1)F)C(=O)N1C(CN(CC1)C(C)=O)C1=NC=C(C=C1)C(F)(F)F)C=NC2 1-(4-(4-amino-7-fluoroimidazo[1,5-a]quinoxaline-8-carbonyl)-3-(5-(trifluoromethyl)pyridin-2-yl)piperazin-1-yl)ethan-1-one